3-(trimethoxysilylpropyl)aminopropyl-trimethoxysilane CO[Si](OC)(OC)CCCNCCC[Si](OC)(OC)OC